1-(1Z-eicosenyl)-2-(11Z-docosenoyl)-glycero-3-phosphocholine CCCCCCCCCCCCCCCCCC/C=C\OC[C@H](COP(=O)([O-])OCC[N+](C)(C)C)OC(=O)CCCCCCCCC/C=C\CCCCCCCCCC